BrC=1C=CC(=C(C1)NC1=NC=NC2=CC(=C(C=C12)NC1CCNCC1)OC(F)F)OC N4-(5-bromo-2-methoxyphenyl)-7-(difluoromethoxy)-N6-(piperidin-4-yl)quinazolin-4,6-diamine